(1S,2S)-2-(3-chlorophenyl)-N-(2-((6-cyclopropylimidazo[1,2-a]pyridin-2-yl)methyl)-2H-[1,2,3]triazolo[4,5-c]pyridin-4-yl)cyclopropane-1-carboxamide ClC=1C=C(C=CC1)[C@@H]1[C@H](C1)C(=O)NC1=NC=CC=2C1=NN(N2)CC=2N=C1N(C=C(C=C1)C1CC1)C2